4-[(2,4-dichloro-5-methoxyphenyl)amino]-6-methoxy-7-[3-(4-methyl-1-piperazinyl)propoxy]-3-quinolinecarbonitrile monohydrate O.ClC1=C(C=C(C(=C1)Cl)OC)NC1=C(C=NC2=CC(=C(C=C12)OC)OCCCN1CCN(CC1)C)C#N